(2R,3S)-N-[(2S,3R,4R,5S,6S)-4,5-dihydroxy-2-methyl-6-(7H-purin-6-ylamino)tetrahydropyran-3-yl]-3-hydroxy-pyrrolidine-2-carboxamide O[C@@H]1[C@H]([C@@H](O[C@@H]([C@H]1O)NC1=C2NC=NC2=NC=N1)C)NC(=O)[C@@H]1NCC[C@@H]1O